2-[[(3-phenylpropyl)sulfinyl]methyl]glutaric acid C1(=CC=CC=C1)CCCS(=O)CC(C(=O)O)CCC(=O)O